BrC=1C=C(CC2(CCC(CC2)OC2OCCCC2)C(=O)OC)C=CC1 Methyl 1-(3-bromobenzyl)-4-((tetrahydro-2H-pyran-2-yl)oxy)cyclohexane-1-carboxylate